ethyl (2S)-2-amino-3-[5-[bis(2-chloroethyl)amino]-1-methyl-benzimidazol-2-yl]propanoate N[C@H](C(=O)OCC)CC1=NC2=C(N1C)C=CC(=C2)N(CCCl)CCCl